CC1(N(C(CCC1)(C)C)O[N])C 2,2,6,6-tetramethyl-piperidinyloxynitrogen